ClC1=C(C=C(C=C1)N1CCC(CC1)C(=O)NCC1=C(C(=C(C=C1)C(F)(F)F)C=1NC(C=C(N1)C)=O)F)F 1-(4-chloro-3-fluorophenyl)-N-[2-fluoro-3-(4-methyl-6-oxo-1,6-dihydropyrimidin-2-yl)-4-(trifluoromethyl)benzyl]piperidine-4-carboxamide